FC(C(=O)O)(F)F.C1(CC1)[C@H]1CN(CCN1)C=1N=NC(=CN1)C1=NC=C(C=C1O)N1N=CC=N1 2-{3-[(3S)-3-cyclopropylpiperazin-1-yl]-1,2,4-triazin-6-yl}-5-(2H-1,2,3-triazol-2-yl)pyridin-3-ol trifluoroacetate